(S)-N-(4-((3-chloro-4-fluorophenyl)carbamoyl)-7-fluoro-2,3-dihydro-1H-inden-1-yl)oxazole-5-carboxamide ClC=1C=C(C=CC1F)NC(=O)C1=C2CC[C@@H](C2=C(C=C1)F)NC(=O)C1=CN=CO1